propan-2-yl (2S)-2-{[(2,3,4,5,6-pentafluoro-phenoxy)(phenoxy)phosphoryl]amino}-propanoate FC1=C(OP(=O)(OC2=CC=CC=C2)N[C@H](C(=O)OC(C)C)C)C(=C(C(=C1F)F)F)F